[Pt](Cl)Cl.N1=C(C=CC=C1)C1=NC=CC=C1 (2,2'-bipyridyl) platinum dichloride